ethyl 2-(((1-(6-methoxy-3,4-dihydro-2H-benzo[b][1,4]oxazin-7-yl)-6-(pyrazolo[1,5-a]pyrimidin-3-yl)-1H-pyrazolo[4,3-c]pyridin-3-yl)carbamoyl)oxy)acetate COC1=CC2=C(OCCN2)C=C1N1N=C(C=2C=NC(=CC21)C=2C=NN1C2N=CC=C1)NC(=O)OCC(=O)OCC